C(#N)C1=C2C(=NC=C1)NC(=C2)C(=O)NC2CC[Si](CC2)(C)C 4-cyano-N-(1,1-dimethylsilacyclohexan-4-yl)-1H-pyrrolo[2,3-b]pyridine-2-carboxamide